6-[(2R)-3-amino-2-methylpropyl]-2-chloro-N-[(furan-2-yl)methyl]-7-methylthieno[3,2-d]pyrimidin-4-amine NC[C@@H](CC1=C(C=2N=C(N=C(C2S1)NCC=1OC=CC1)Cl)C)C